FC=1C=2N(C=C(C1)NC(=O)C=1C=CC(=C3C=CN=NC13)N1CCN(C3(CC3)C1)C(=O)OC(C)(C)C)C=C(N2)C tert-butyl 7-[8-([8-fluoro-2-methylimidazo[1,2-a]pyridin-6-yl] carbamoyl) cinnolin-5-yl]-4,7-diazaspiro[2.5]octane-4-carboxylate